tert-butyl (2S,6R)-4-(8-((8-fluoro-2-methylimidazo[1,2-a]pyridin-6-yl)carbamoyl)quinoxalin-5-yl)-2,6-dimethylpiperazine-1-carboxylate FC=1C=2N(C=C(C1)NC(=O)C=1C=CC(=C3N=CC=NC13)N1C[C@@H](N([C@@H](C1)C)C(=O)OC(C)(C)C)C)C=C(N2)C